C(C)(C)(C)OC(=O)N1[C@H](CC[C@@H](C1)NC(COC1=CC(=C(C=C1)Cl)F)=O)C(NCC1=NN(C(=C1)C(F)(F)F)C)=O (2r,5s)-5-[2-(4-chloro-3-fluorophenoxy)acetamido]-2-({[1-methyl-5-(trifluoromethyl)-1H-pyrazol-3-yl]methyl}carbamoyl)piperidine-1-carboxylic acid tert-butyl ester